4-(2,5-dihydro-1H-pyrrol-3-yl)-1-methyl-N-[(1R)-1-(1-naphthyl)ethyl]pyrrole-2-carboxamide hydrochloride Cl.N1CC(=CC1)C=1C=C(N(C1)C)C(=O)N[C@H](C)C1=CC=CC2=CC=CC=C12